2,2-difluoro-N-((1r,2r)-1-(8-fluoro-2,3-dihydrobenzo[b][1,4]dioxin-6-yl)-1-hydroxy-3-(pyrrolidin-1-yl)propan-2-yl)-2-(4-(pyridin-2-yl)phenyl)acetamide FC(C(=O)N[C@@H]([C@H](O)C1=CC2=C(OCCO2)C(=C1)F)CN1CCCC1)(C1=CC=C(C=C1)C1=NC=CC=C1)F